FC(CN1N=CC=2C1=NC(=CN2)N2CC1(CN(C1)C1=NC=CC(=N1)C(F)(F)F)CC2)F 6-[1-(2,2-difluoroethyl)-1H-pyrazolo[3,4-b]pyrazin-6-yl]-2-[4-(trifluoromethyl)pyrimidin-2-yl]-2,6-diazaspiro[3.4]octane